8-((1R)-1-hydroxyethyl)-3-(4-(2,2,2-trifluoroethoxy)phenyl)-2-(trifluoromethyl)-4H-pyrido[1,2-a]pyrimidin-4-one O[C@H](C)C1=CC=2N(C(C(=C(N2)C(F)(F)F)C2=CC=C(C=C2)OCC(F)(F)F)=O)C=C1